BrC=1C(=C2C(=NC(=NN2C1)C=1N(C=CN1)C)N[C@H]1C[C@@H](CC1)OC)C1=NC=CC=C1 |r| rac-6-bromo-N-((1R,3R)-3-methoxycyclopentyl)-2-(1-methyl-1H-imidazol-2-yl)-5-(pyridin-2-yl)pyrrolo[2,1-f][1,2,4]triazin-4-amine